1-Cyclopropyl-5-(1-ethoxyvinyl)-3-fluoropyridin-2(1H)-one C1(CC1)N1C(C(=CC(=C1)C(=C)OCC)F)=O